methyl (S)-2-benzyl-7-methyl-3-(2-methyl-2-azaspiro[3.3]heptan-6-yl)-3,7,8,9-tetrahydro-6H-imidazo[4,5-f]quinoline-6-carboxylate C(C1=CC=CC=C1)C=1N(C=2C(=C3CC[C@@H](N(C3=CC2)C(=O)OC)C)N1)C1CC2(CN(C2)C)C1